CC1=C(C(=CC=C1)C)C=1N=C2NS(C=3C=CC=C(C(N[C@@H]4CNC[C@H]4OC(C1C)=N2)=O)C3)(=O)=O (3R,7R)-19-(2,6-dimethylphenyl)-20-methyl-2-oxa-15λ6-thia-5,8,16,18,21-pentaazatetracyclo[15.3.1.110,14.03,7]docosa-1(21),10,12,14(22),17,19-hexaene-9,15,15-trione